(2-((1S,2S)-2-(methoxymethyl)cyclohexyl)quinolin-6-yl)methanol COC[C@@H]1[C@H](CCCC1)C1=NC2=CC=C(C=C2C=C1)CO